5-(((S)-1-(3-oxo-3-((S)-3-(trifluoromethyl)-6,7,7a,8,10,11-hexaHydropyrazino[1,2-d]pyrido[3,2-b][1,4]diazepin-9(5H)-yl)propoxy)propan-2-yl)amino)-4-(Trifluoromethyl)pyridazin-3(2H)-one O=C(CCOC[C@H](C)NC1=C(C(NN=C1)=O)C(F)(F)F)N1C[C@H]2N(C3=C(NCC2)C=C(C=N3)C(F)(F)F)CC1